ClC=1C=C(C=2CCC(C2C1)O)S(=O)(=O)NC1=C(C(=C(C=C1)F)C=1C=C2C=NC(=NC2=CC1)NC1CCN(CC1)C1COCC1)F 6-chloro-N-(2,4-difluoro-3-(2-((1-(tetrahydrofuran-3-yl)piperidin-4-yl)amino)quinazolin-6-yl)phenyl)-1-hydroxy-2,3-dihydro-1H-indene-4-sulfonamide